(S)-l-1-(4,4-difluorocyclohex-1-en-1-yl)-8-((3S,5R)-3,5-dimethylpiperazin-1-yl)-3-(pyridin-4-yl)-10-(trifluoromethyl)-3,4-dihydro-2H,6H-[1,4]thiazepino[2,3,4-ij]quinazolin-6-one FC1(CC=C(CC1)S1C[C@H](CN2C(N=C(C3=CC(=CC1=C23)C(F)(F)F)N2C[C@@H](N[C@@H](C2)C)C)=O)C2=CC=NC=C2)F